tert-butyl 7-[(4-hydroxypiperidin-4-yl)methoxy]heptanoate OC1(CCNCC1)COCCCCCCC(=O)OC(C)(C)C